C1(CC1)C1=CC(=NC=N1)NC1=CC(=C(N=N1)C(=O)NC([2H])([2H])[2H])NC1=NC=CC=C1S(=O)(=O)C 6-[(6-cyclopropylpyrimidin-4-yl)amino]-4-[(3-methanesulfonylpyridin-2-yl)amino]-N-(2H3)methylpyridazine-3-carboxamide